C(\C=C\C)N1C(C2=C(C(=C1)C=1C(=C(C(=O)N(C)C)C=CC1)F)C=CN2)=O 3-[6-[(E)-but-2-enyl]-7-oxo-1H-pyrrolo[2,3-c]pyridin-4-yl]-2-fluoro-N,N-dimethylbenzamide